(S)-3-(6-methoxypyridin-3-yl)-3-((R)-2-oxo-3-(4-(5,6,7,8-tetrahydro-1,8-naphthyridin-2-yl)phenyl)azetidin-1-yl)propionic acid COC1=CC=C(C=N1)[C@H](CC(=O)O)N1C([C@@H](C1)C1=CC=C(C=C1)C1=NC=2NCCCC2C=C1)=O